2-[4-methyl-3-[(Z)-[3-(2-trimethylsilyl-ethoxymethyl)-1,3-benzothiazol-2-ylidene]amino]-6,7-dihydro-5H-pyrido[2,3-c]pyridazin-8-yl]thiazole-4-carboxylic acid methyl ester COC(=O)C=1N=C(SC1)N1CCCC2=C1N=NC(=C2C)\N=C\2/SC1=C(N2COCC[Si](C)(C)C)C=CC=C1